1-((S)-2-((3R,5R,8R,9R,10S,13S,14S,17R)-3-(ethoxymethyl)-3-hydroxy-13-methylhexadecahydro-1H-cyclopenta[a]phenanthren-17-yl)propyl)-1H-pyrazole-5-carbonitrile C(C)OC[C@]1(CC[C@@H]2[C@H]3CC[C@@]4([C@H](CC[C@H]4[C@@H]3CC[C@@H]2C1)[C@@H](CN1N=CC=C1C#N)C)C)O